NCC1=NNC(C2=CC=C(C=C12)C=1C=NN(C1C1=C(C#N)C(=CC(=C1F)Cl)N1CCC1)C)=O 2-(4-(4-(aminomethyl)-1-oxo-1,2-dihydrophthalazin-6-yl)-1-methyl-1H-pyrazol-5-yl)-6-(azetidin-1-yl)-4-chloro-3-fluorobenzonitrile